C(C)/C=C(/C(=O)[O-])\C1=C(C=CC(=C1)OC(F)(F)F)N (E)-Ethyl-(2-amino-5-(trifluoromethoxy)phenyl)acrylate